C1(CC1)C1=C(N)C(=CC(=C1)F)C(F)(F)F 2-cyclopropyl-4-fluoro-6-(trifluoromethyl)aniline